Methyl 3-chloro-5-[[2,4-difluoro-5-[5-fluoro-2-(2-hydroxyethoxy)phenyl]phenyl]sulfamoyl]-4-methoxy-benzoate ClC=1C=C(C(=O)OC)C=C(C1OC)S(NC1=C(C=C(C(=C1)C1=C(C=CC(=C1)F)OCCO)F)F)(=O)=O